N-cyclopropylpiperazine-1-sulfonamide C1(CC1)NS(=O)(=O)N1CCNCC1